COCNC(=O)C1=NN2C(C=CC=C2)=C1 pyrazolo[1,5-a]pyridine-2-carboxylic acid methoxymethyl-amide